(1-((3,3-difluorocyclobutyl)methyl)-1H-pyrazol-4-yl)-6-((2-methyl-1H-benzo[d]imidazol-6-yl)oxy)quinoxalin-5-amine FC1(CC(C1)CN1N=CC(=C1)C1=NC=2C=CC(=C(C2N=C1)N)OC=1C=CC2=C(NC(=N2)C)C1)F